COC=1C=C(C=C2CCN(C(C12)=O)CC(F)(F)F)C=1C=NN2C1C=CC(=C2)OCCN2CCOCC2 8-methoxy-6-[6-(2-morpholinoethoxy)pyrazolo[1,5-a]pyridin-3-yl]-2-(2,2,2-trifluoroethyl)-3,4-dihydroisoquinolin-1-one